BrC=1C2=C(C=3C(=NC(=NC3C1F)SCC)N1C[C@H](N(C[C@@H]1C)C(=O)OC(C)(C)C)C)COC2 (2R,5S)-tert-butyl 4-(6-bromo-3-(ethylthio)-5-fluoro-7,9-dihydrofuro[3,4-f]quinazolin-1-yl)-2,5-dimethylpiperazine-1-carboxylate